C(C)C(COC1=CC(CCC1)=O)CCCC 3-(2-Ethylhexyl-oxy)cyclohex-2-en-1-one